C(C)OC(=O)N1CC2(C1)CC(CC2)N2CCC(CC2)C=2N(C=CN2)C 6-[4-(1-methyl-1H-imidazol-2-yl)piperidin-1-yl]-2-azaspiro[3.4]octane-2-carboxylic acid ethyl ester